4-bromo-5-chloro-N-(2,4-dimethoxybenzyl)-2-fluoro-N-(thiazol-2-yl)benzenesulfonamide BrC1=CC(=C(C=C1Cl)S(=O)(=O)N(C=1SC=CN1)CC1=C(C=C(C=C1)OC)OC)F